(2-(2-(2-FLUORO-4,5-DIMETHOXYPHENYL)THIAZOL-4-YL)ACETYL)GLYCINE FC1=C(C=C(C(=C1)OC)OC)C=1SC=C(N1)CC(=O)NCC(=O)O